N-[5-(7-cyano-1H-indol-4-yl)-1,3-thiazol-2-yl]-1-methyl-2-oxopyridine-4-carboxamide C(#N)C=1C=CC(=C2C=CNC12)C1=CN=C(S1)NC(=O)C1=CC(N(C=C1)C)=O